O=C(CC1CN(C1)C(=O)OC(C)(C)C)C tertbutyl 3-(2-oxopropyl)azetidine-1-carboxylate